(E)-2-(2,6-difluorostyryl)-N,N-dimethylaniline FC1=C(/C=C/C2=C(N(C)C)C=CC=C2)C(=CC=C1)F